2-((8-amino-7-fluoro-6-(5-(hydroxymethyl)-6-methyl-4-oxopyrimidin-1(4H)-yl)isoquinolin-3-yl)amino)-6-methyl-5,6-dihydro-4H-pyrazolo[1,5-d][1,4]diazepin-7(8H)-one NC=1C(=C(C=C2C=C(N=CC12)NC1=NN2CC(N(CCC2=C1)C)=O)N1C=NC(C(=C1C)CO)=O)F